(S)-1-Carboxy-4-guanidinobutan-1-aminium C(=O)(O)[C@H](CCCNC(=N)N)[NH3+]